C(C)(C)N1CCC(CC1)C1=CN=C(S1)C1=NNC(=C1CC(F)(F)F)C=1C=C(C=2N(C1)N=CN2)OC 5-(1-isopropylpiperidin-4-yl)-2-(5-(8-methoxy-[1,2,4]triazolo[1,5-a]pyridin-6-yl)-4-(2,2,2-trifluoroethyl)-1H-pyrazol-3-yl)thiazole